trimethylenebis(1,3,5-benzenetriol) C1(=C(C(=CC(=C1)O)O)CCCC1=C(C=C(C=C1O)O)O)O